5-((2-(aminomethyl)thiazol-5-yl)sulfonyl)-[1,1'-biphenyl]-3-carboxylic acid NCC=1SC(=CN1)S(=O)(=O)C=1C=C(C=C(C1)C1=CC=CC=C1)C(=O)O